2-[(2-chloro-6-fluorobenzyl)thio]-9H-purin-6-ol ClC1=C(CSC2=NC(=C3N=CNC3=N2)O)C(=CC=C1)F